1,1,1,3,3,3-Hexafluoropropan-2-yl (R)-1-(pyrazin-2-ylcarbamoyl)-6-azaspiro[2.5]octan-6-carboxylat N1=C(C=NC=C1)NC(=O)[C@@H]1CC12CCN(CC2)C(=O)OC(C(F)(F)F)C(F)(F)F